COCCOCOC1=C(C=C(C=C1)N1C(C2=CC=C(C=C2CC1)C=1C=C(C(=O)O)C=C(C1)C(F)(F)F)=O)NS(=O)(=O)C 3-(2-(4-((2-methoxyethoxy)methoxy)-3-(methylsulfonamido)phenyl)-1-oxo-1,2,3,4-tetrahydroisoquinolin-6-yl)-5-(trifluoromethyl)benzoic acid